[Cl-].C(C=C)[N+]1=CN(C=C1)CCCC 3-allyl-1-butylimidazolium chloride